C(C)N1C(C(=CC2=C1N=C(N=C2)N[C@@H]2CNC[C@H](C2)F)C2=C(C(=C(C(=C2)F)NS(=O)(=O)CC2=NC=CC=C2)F)F)=O N-(4-(8-ethyl-2-(((3S,5S)-5-fluoro-piperidin-3-yl)amino)-7-oxo-7,8-dihydro-pyrido[2,3-d]pyrimidin-6-yl)-2,3,6-trifluoro-phenyl)-1-(pyridin-2-yl)methanesulfonamide